(7S)-7-Methyl-3-{[methyl(oxan-4-yl)carbamoyl]methyl}-2-[2-(1H-pyrazol-1-yl)ethyl]-3H,6H,7H,8H,9H-imidazo[4,5-f]chinolin C[C@@H]1NC2=CC=C3C(=C2CC1)N=C(N3CC(N(C3CCOCC3)C)=O)CCN3N=CC=C3